(R)-3-((4-((1-(3-(Difluoromethyl)-2-fluorophenyl)ethyl)amino)-2-methylpyrimidin-5-yl)oxy)methylazetidine-1-carboxylic acid tert-butyl ester C(C)(C)(C)OC(=O)N1CC(C1)COC=1C(=NC(=NC1)C)N[C@H](C)C1=C(C(=CC=C1)C(F)F)F